O(C1=CC=CC=C1)C1=CC=C(C=C1)C1CC(CCN1C=CC)C=1C=CNC1 6-(4-phenoxyphenyl)-4-(1-propenylpiperidin-4-yl)-pyrrole